FC1=C(C=C(C(=C1)N1[C@H](CCC1)COC1=NC=CC=C1C)F)C(CC(=O)OCC)=O ethyl (R)-3-(2,5-difluoro-4-(2-(((3-methylpyridin-2-yl)oxy)methyl)pyrrolidin-1-yl)phenyl)-3-oxopropanoate